C(C=C)(=O)OC=1C=CC=2C(N(C(C3=CC=CC1C23)=O)CCCC)=O 2-butyl-1,3-dioxo-2,3-dihydro-1H-benzo[de]isoquinolin-6-yl acrylate